piperazine-1,2,4-tricarboxylic acid 4-benzyl ester 1-tert-butyl ester C(C)(C)(C)OC(=O)N1C(CN(CC1)C(=O)OCC1=CC=CC=C1)C(=O)O